(3-acryloyloxypropyl)dimethylmethoxysilane C(C=C)(=O)OCCC[Si](OC)(C)C